C(C)(C)(C)N1N=C(OC1=O)C=1C(=CC2=C(N(C([C@H](CS2)NC(OC(C)(C)C)=O)=O)CC2=CC=C(C=C2)Cl)C1)F tert-butyl N-[(3R)-7-(4-tert-butyl-5-oxo-1,3,4-oxadiazol-2-yl)-5-[(4-chlorophenyl)methyl]-8-fluoro-4-oxo-2,3-dihydro-1,5-benzothiazepin-3-yl]carbamate